FC(N1C2=C(C=3C=CC(=CC13)C=1C=NC(=C(C#N)C1)N1CCC(CC1)CCN1CCN(CC1)C=1C=C3C(N(C(C3=CC1)=O)C1C(NC(CC1)=O)=O)=O)C=NC=C2)F 5-(5-(difluoromethyl)-5H-pyrido[4,3-b]indol-7-yl)-2-(4-(2-(4-(2-(2,6-dioxopiperidin-3-yl)-1,3-dioxoisoindolin-5-yl)piperazin-1-yl)ethyl)piperidin-1-yl)nicotinonitrile